allylsulfonic acid C(C=C)S(=O)(=O)O